FC1=C(N=C2SC(=NN21)OC(C)C2CCN(CC2)C2=NC(=NO2)C(C)C)C2=CC=C(C=C2)S(=O)(=O)C 5-(4-(1-((5-fluoro-6-(4-(methylsulfonyl)phenyl)imidazo[2,1-b][1,3,4]thiadiazol-2-yl)oxy)ethyl)piperidin-1-yl)-3-isopropyl-1,2,4-oxadiazol